methyl 1-hydroxy-7-(hydroxymethyl)-1,4a,5,6,7,7a-hexahydrocyclopenta[c]pyranecarboxylate OC1(OC=CC2C1C(CC2)CO)C(=O)OC